5-(2-bromopropanoyl)-7-chloroisoindolin-1-one BrC(C(=O)C=1C=C2CNC(C2=C(C1)Cl)=O)C